2-(2-methoxy-6-methylpyridin-4-yl)-2-methylpropanoic acid COC1=NC(=CC(=C1)C(C(=O)O)(C)C)C